ClC=1N=CC2=C(N1)N(C(C2(C)C)=O)COCC[Si](C)(C)C 2-chloro-5,5-dimethyl-7-(2-(trimethylsilyl)ethoxymethyl)-6H-pyrrolo[2,3-d]pyrimidin-6-one